FC=1C=CC(=C(C1)C)C1=NN(C(=C1)C)C1CC2(CN(C2)C(=O)C2=C(C=C(C=C2)F)OC(F)(F)F)C1 {6-[3-(5-fluoro-2-tolyl)-5-methyl-1-pyrazolyl]-2-aza-2-spiro[3.3]heptyl}(4-fluoro-2-trifluoromethoxyphenyl)methanone